ammonium dithiocarbamate salt C(N)([S-])=S.[NH4+]